CYCLOPENTYLPYRAZOLAMINE C1(CCCC1)C=1C(=NNC1)N